BrC=1C=C(C=NC1)C1(CC1)O[Si](C)(C)C(C)(C)C [1-(5-bromo-3-pyridyl)cyclopropoxy]-tert-butyl-dimethyl-silane